CC=1C=C(C=CC1OC1=CC=2N(C=C1)N=CN2)NC=2C1=C(N=CN2)C=CC(=N1)N1C(C(CCC1)=C)=O 1-{4-[(3-methyl-4-{[1,2,4]triazolo[1,5-a]pyridin-7-yloxy}phenyl)amino]pyrido[3,2-d]pyrimidin-6-yl}-3-methylidenepiperidin-2-one